FC(C1=C2CCN(CC2=CC(=C1)C=1N=C2C(=NC1)NC=C2C2=CC=C(C(=O)N(C)C)C=C2)C)F 4-(2-(5-(difluoromethyl)-2-methyl-1,2,3,4-tetrahydroisoquinolin-7-yl)-5H-pyrrolo[2,3-b]pyrazin-7-yl)-N,N-dimethylbenzamide